N1=CC=C(C=C1)CNCC(C)C1CC(CCC1)OC=1C=C(C=CC1)C N-(pyridin-4-ylmethyl)-2-(3-(m-tolyloxy)cyclohexyl)propan-1-amine